3-methoxy-6'-methyl-(2,4'-bipyridine)-3'-carbonitrile COC=1C(=NC=CC1)C1=C(C=NC(=C1)C)C#N